O=C1N(CCC(N1COCC[Si](C)(C)C)=O)CC=1C=C(C=CC1)C1=NN(C(=C1)CNS(=O)C(C)(C)C)C N-((3-(3-((2,4-Dioxo-3-((2-(trimethylsilyl)ethoxy)methyl)tetrahydropyrimidin-1(2H)-yl)methyl)phenyl)-1-methyl-1H-pyrazol-5-yl)methyl)-2-methylpropane-2-sulfinamide